2-(4-(3-(3-((3-amino-5-(4-(aminomethyl)-4-methylpiperidin-1-yl)pyrazin-2-yl)thio)-2-chlorophenyl)ureido)phenyl)-N,N-dimethyl-2-oxoacetamide NC=1C(=NC=C(N1)N1CCC(CC1)(C)CN)SC=1C(=C(C=CC1)NC(NC1=CC=C(C=C1)C(C(=O)N(C)C)=O)=O)Cl